NC1=C(SC2=NC(=CN=C21)C)C(=O)NC2CC=1C(=CC(=NC1CC2)N2CC1(C(C2)N)OCCCC1)F 7-amino-N-(2-{4-amino-6-oxa-2-azaspiro[4.5]decan-2-yl}-4-fluoro-5,6,7,8-tetrahydroquinolin-6-yl)-3-methylthieno[2,3-b]pyrazine-6-carboxamide